1-(3-((R)-1-((6-(((S)-1,4-dioxan-2-yl)methoxy)-7-methoxy-2-methylquinazolin-4-yl)amino)ethyl)-2-fluorophenyl)-1,1-difluoro-2-methylpropan-2-ol O1[C@@H](COCC1)COC=1C=C2C(=NC(=NC2=CC1OC)C)N[C@H](C)C=1C(=C(C=CC1)C(C(C)(O)C)(F)F)F